C(C=C)(=O)OCCCCCCC[Si](OC)(OC)OC acryloxyheptyltrimethoxysilan